FC1=CC2=C(NC(=N2)C)C(=C1OC1=CC=C2N=CC(=NC2=C1)C=1C=NN(C1)C(C)O)F (4-(7-((5,7-difluoro-2-methyl-1H-benzo[d]imidazol-6-yl)oxy)quinoxalin-2-yl)-1H-pyrazol-1-yl)ethanol